IC1=C(C=CC=C1)CCC(C)N 4-(2-iodophenyl)butan-2-amin